C1=C(C=CC2=CC=CC=C12)N(C1=CC=C(C=C1)N(C1=CC=C(C=C1)N(C1=CC=CC=C1)C1=CC2=CC=CC=C2C=C1)C1=CC=C(C=C1)N(C1=CC=CC=C1)C1=CC2=CC=CC=C2C=C1)C1=CC=CC=C1 N1-(naphthalen-2-yl)-N4,N4-bis(4-(naphthalen-2-yl-(phenyl)amino)phenyl)-N1-phenylbenzene-1,4-diamine